C(C1=CC=CC=C1)N1NC(=CN(C1)CC1=CC=CC=C1)COC(C)(C)C 2,N4-dibenzyl-6-(tert-butoxymethyl)-1,2,4-triazine